5-{2-[2-(1-benzofuran-5-sulfonamido)phenyl]ethynyl}pyridine-2-carboxylic acid O1C=CC2=C1C=CC(=C2)S(=O)(=O)NC2=C(C=CC=C2)C#CC=2C=CC(=NC2)C(=O)O